ClC1=CC(=C(C=C1)C1OC2=C(OC1)C=CC=C2C2CCN(CC2)C(=O)O)OC 4-(3-(4-Chloro-2-methoxyphenyl)-2,3-dihydrobenzo[b][1,4]dioxin-5-yl)piperidine-1-carboxylic acid